5-fluoro-N4-(8-methylcinnolin-4-yl)-N2-(4-(piperazin-1-yl)phenyl)pyrimidine-2,4-diamine FC=1C(=NC(=NC1)NC1=CC=C(C=C1)N1CCNCC1)NC1=CN=NC2=C(C=CC=C12)C